(2Z)-3-amino-3-(2-fluorophenyl)-1-phenylpropan-2-en-1-one N\C(=C/C(=O)C1=CC=CC=C1)\C1=C(C=CC=C1)F